(S)-((R)-2-cyclopropyl-2-(3-(((1r,4R)-4-(2-fluoro-5-methoxyphenyl)cyclohexyl)methoxy)phenyl)ethyl)(methyl)phosphinic acid C1(CC1)[C@@H](CP(O)(=O)C)C1=CC(=CC=C1)OCC1CCC(CC1)C1=C(C=CC(=C1)OC)F